C(#N)[C@H]1N([C@H]2C[C@H]2C1)C(CNC(=O)C1=CC=NC2=CC(=CC=C12)CF)=O N-(2-((1S,3S,5S)-3-cyano-2-azabicyclo[3.1.0]hex-2-yl)-2-oxoethyl)-7-(fluoromethyl)quinoline-4-carboxamide